FC(CC(CCO)I)(C(C(C(F)(F)F)(F)F)(F)F)F 5,5,6,6,7,7,8,8,8-nonafluoro-3-iodooctan-1-ol